CS(=O)(=O)NC(=O)C=1C=C2C(N(C(C2=CC1)=O)C=1C=C(C=CC1)C1=CC=CC=C1)=O 3-(5-Methanesulfonylaminocarbonyl-1,3-dioxo-1,3-dihydroisoindol-2-yl)biphenyl